2-[4-[3-(3,5-dimethylpyrazol-1-yl)-6-oxopyridazin-1-yl]-2,3,5-trifluoropiperidin-1-yl]-7,8-dihydro-5H-pyrano[4,3-b]pyridine-3-carbonitrile CC1=NN(C(=C1)C)C1=NN(C(C=C1)=O)C1C(C(N(CC1F)C1=C(C=C2C(=N1)CCOC2)C#N)F)F